FC(C=1C=C(C=CC1)N[C@@H]1CN(CC1)C(=O)OC(C)(C)C)(F)F tert-butyl (S)-3-((3-(trifluoromethyl)phenyl)amino)pyrrolidine-1-carboxylate